octanedioic anhydride C1(CCCCCCC(=O)O1)=O